5-(((trans-3-(4-cyclopentyl-3-cyclopropyl-1H-pyrazol-1-yl)cyclobutyl)methyl)amino)-2-(2,6-dioxopiperidin-3-yl)isoindoline-1,3-dione C1(CCCC1)C=1C(=NN(C1)[C@@H]1C[C@H](C1)CNC=1C=C2C(N(C(C2=CC1)=O)C1C(NC(CC1)=O)=O)=O)C1CC1